(5-((1-(2,6-dioxopiperidin-3-yl)-3-methyl-2-oxo-2,3-dihydro-1H-benzo[d]imidazol-5-yl)ethynyl)pyrimidin-2-yl)-1,6-diazaspiro[3.3]heptane-1-carboxylic acid tert-butyl ester C(C)(C)(C)OC(=O)N1C(CC12CNC2)C2=NC=C(C=N2)C#CC2=CC1=C(N(C(N1C)=O)C1C(NC(CC1)=O)=O)C=C2